C(#C)C1(CN(CCC1)C(=O)OC(C)(C)C)C tert-butyl 3-ethynyl-3-methylpiperidine-1-carboxylate